tert-butyl 4-{[8-ethyl-6-(4,4,5,5-tetramethyl-1,3,2-dioxaborolan-2-yl) quinazolin-2-yl] amino}piperidine-1-carboxylate C(C)C=1C=C(C=C2C=NC(=NC12)NC1CCN(CC1)C(=O)OC(C)(C)C)B1OC(C(O1)(C)C)(C)C